FC(C(=O)N)(C1=CC(=C(C=C1)OC(C)C)C)F difluoro-2-(4-isopropoxy-3-methylphenyl)acetamide